N(C#N)[S@@](=NC(CC1=C(C=C(C=C1C(C)C)F)C(C)C)=O)(=O)C1=C(N=C(S1)C(C)(C)O)CO (R)-N-(cyanamido(4-(hydroxymethyl)-2-(2-hydroxypropan-2-yl)thiazol-5-yl)(oxo)-λ6-sulfaneylidene)-2-(4-fluoro-2,6-diisopropylphenyl)acetamide